[(2R)-3-[2-aminoethoxy(hydroxy)phosphoryl]oxy-2-tetradecanoyloxypropyl]tetradecanoate NCCOP(=O)(O)OC[C@@H](COC(CCCCCCCCCCCCC)=O)OC(CCCCCCCCCCCCC)=O